(4aR,8aS)-6-(3-(1-Methyl-1H-indazol-6-yl)azetidin-1-carbonyl)hexahydro-2H-pyrido[4,3-b][1,4]oxazin-3(4H)-on CN1N=CC2=CC=C(C=C12)C1CN(C1)C(=O)N1C[C@@H]2[C@@H](OCC(N2)=O)CC1